CN1N=CC(=C1)C=1C=CC=NC1N1CCOCC1 5-(1-methyl-1H-pyrazol-4-yl)-6-morpholinylpyridin